8-bromo-6-chloro-3-cyclopropyl-2-(4-methyltetrahydropyran-4-yl)quinazolin-4-one BrC=1C=C(C=C2C(N(C(=NC12)C1(CCOCC1)C)C1CC1)=O)Cl